COC=O.OC1CCC1 trans-3-hydroxycyclobutane methyl-formate